NC1=CC=CC(=N1)S(=O)(=O)NC(=O)C=1C(=NC(=CC1)C1=NC(=CC=C1)OC)N1[C@H](CC[C@H]1C)C N-[(6-Amino-2-pyridyl)sulfonyl]-2-[(2S,5R)-2,5-dimethylpyrrolidin-1-yl]-6-(6-methoxy-2-pyridyl)pyridin-3-carboxamid